7,8-difluoro-3-((triisopropylsilyl)oxy)naphthalen-1-yl trifluoromethanesulfonate FC(S(=O)(=O)OC1=CC(=CC2=CC=C(C(=C12)F)F)O[Si](C(C)C)(C(C)C)C(C)C)(F)F